FC(CC)(F)C=1C=C(C=CC1)N1C(OC(=C1)C)C1=CC=C(C=C1)OC N-(3-(1,1-difluoropropyl)phenyl)-2-(4-methoxyphenyl)-5-methyloxazole